3-amino-4-(2,4,5-trifluorophenyl)-butenoate NC(=CC(=O)[O-])CC1=C(C=C(C(=C1)F)F)F